3,5-Diphenyl-pyridazine-4-carboxylic acid methyl ester COC(=O)C1=C(N=NC=C1C1=CC=CC=C1)C1=CC=CC=C1